C(C)[C@@H]1N(C[C@H](N(C1)C(C)C=1C=C2N=CC=NC2=CC1)CC)C=1C=2C(N(C(C1)=O)CC(F)(F)F)=CN(N2)CC#N 2-(7-((2S,5R)-2,5-diethyl-4-(1-(quinoxalin-6-yl)ethyl)piperazin-1-yl)-5-oxo-4-(2,2,2-trifluoroethyl)-4,5-dihydro-2H-pyrazolo[4,3-b]pyridin-2-yl)acetonitrile